C(#N)C1=CC(=C(COC2=NN(C=C2)C2CCN(CC2)CC2=NC3=C(N2C[C@H]2OCC2)C=C(C=C3)C(=O)OC)C=C1)F methyl (S)-2-((4-(3-((4-cyano-2-fluorobenzyl) oxy)-1H-pyrazol-1-yl) piperidin-1-yl) methyl)-1-(oxetan-2-ylmethyl)-1H-benzo[d]imidazole-6-carboxylate